BrCC(=O)NCC1=C(C(=CC=C1)Cl)F 2-bromo-N-(3-chloro-2-fluorophenylmethyl)acetamide